C(C)(C)(C)C=1SC=CN1 2-(tert-butyl)thiazol